1-(3-bromo-2-hydroxy-5-methyl-phenyl)ethanone BrC=1C(=C(C=C(C1)C)C(C)=O)O